COCC(=C)C1=CC=C(C=C1)C=1SC=CN1 2-(4-(3-methoxyprop-1-en-2-yl)phenyl)thiazole